6'-oxobicyclohexanemethanol O=C1CCCCC1C1(CCCCC1)CO